FC=1C=C(C(=NC1)OC)C=1N=C(C=2OCCNC2N1)N[C@@H]1CCC=2NC3=CC=CC=C3C2C1 2-(5-fluoro-2-methoxy-3-pyridyl)-N-[(3R)-2,3,4,9-tetrahydro-1H-carbazol-3-yl]-7,8-dihydro-6H-pyrimido[5,4-b][1,4]oxazin-4-amine